(5-{[2-(4-Chlorophenyl)imidazo[1,2-a]pyridin-3-yl]methyl}-2,5-diazabicyclo[2.2.2]oct-2-yl)(cyclohexyl)methanone ClC1=CC=C(C=C1)C=1N=C2N(C=CC=C2)C1CN1C2CN(C(C1)CC2)C(=O)C2CCCCC2